7-(4-(6-(Difluoromethyl)imidazo[1,2-b]pyridazin-3-yl)pyridin-2-yl)hexahydroimidazo[1,5-a]pyrazin-3(2H)-one FC(C=1C=CC=2N(N1)C(=CN2)C2=CC(=NC=C2)N2CC1N(CC2)C(NC1)=O)F